C(C=CCCCCCCCCCCCCC)S(=O)(=O)[O-] hexadec-2-ene-1-sulfonate